OCC(NCCCNC(CO)(CO)CO)(CO)CO 1,3-bis(tris[hydroxymethyl]methylamino)propane